2-methyl-1,4-phenylene bis(4-(3-(anthracen-9-yloxy)propoxy)benzoate) C1=CC=CC2=CC3=CC=CC=C3C(=C12)OCCCOC1=CC=C(C(=O)OC2=C(C=C(C=C2)OC(C2=CC=C(C=C2)OCCCOC=2C3=CC=CC=C3C=C3C=CC=CC23)=O)C)C=C1